C(\C(\C)=C/C(=O)[O-])(=O)[O-].C1(=CC=CC=C1)[S+](C1=CC=CC=C1)C1=CC=CC=C1.C1(=CC=CC=C1)[S+](C1=CC=CC=C1)C1=CC=CC=C1 bistriphenylsulfonium citraconate